N-(4-(((2s,4r)-2-methyl-1-propionyl-1,2,3,4-tetrahydroquinolin-4-yl)amino)phenyl)azetidine-3-carboxamide trifluoroacetate FC(C(=O)O)(F)F.C[C@@H]1N(C2=CC=CC=C2[C@@H](C1)NC1=CC=C(C=C1)NC(=O)C1CNC1)C(CC)=O